1-undecyloxy-2,2,6,6-tetramethylpiperidin-4-one C(CCCCCCCCCC)ON1C(CC(CC1(C)C)=O)(C)C